2-(benzyloxy)-5-bromo-1-fluoro-3-methoxybenzene C(C1=CC=CC=C1)OC1=C(C=C(C=C1OC)Br)F